1-(5-Chloro-4,6-dimethylisoxazolo[5,4-b]pyridin-3-yl)-3-(4-chlorophenyl)urea ClC=1C(=C2C(=NC1C)ON=C2NC(=O)NC2=CC=C(C=C2)Cl)C